C(#N)NC1CCC2(CN(C2)C[C@H]2CN(CC2)C2=NC=NC=C2OC2=C(C(=O)N(C(C)C)C(C)C)C=C(C=C2)F)CC1 (S)-2-((4-(3-((7-cyanoamino-2-azaspiro[3.5]nonan-2-yl)methyl)pyrrolidin-1-yl)Pyrimidin-5-yl)oxy)-5-fluoro-N,N-diisopropylbenzamide